3-((1-(trifluoromethyl)cyclopropyl)methoxy)-1H-pyrazole FC(C1(CC1)COC1=NNC=C1)(F)F